C(C)(C)(C)OC(NN1CC(CCC1)OC1=C(C=C(C=C1)[N+](=O)[O-])Cl)=O 3-(2-chloro-4-nitrophenoxy)piperidine-1-carbamic acid tert-butyl ester